(3-(3-cyclopentyl-2-oxoimidazolin-1-yl)piperidin-1-yl)-3-((4-(4-fluoropiperidin-4-yl)phenyl)amino)pyrazine-2-carboxamide C1(CCCC1)N1C(N(CC1)C1CN(CCC1)C=1N=C(C(=NC1)C(=O)N)NC1=CC=C(C=C1)C1(CCNCC1)F)=O